CO[Si]1(N(CCC1)CCC[SiH2]C(OC)OC)C 2-methoxy-2-methyl-1-(3-Dimethoxymethylsilylpropyl)-1-aza-2-silacyclopentane